C(CCCCCC)C(CO)CCCCO 2-heptyl-1,6-hexanediol